S1C(=CC=C1)CC(=O)Cl 2-(thiophen-2-yl)acetyl chloride